1-[3-(4-Bromo-2-methyl-2H-pyrazol-3-yl)-4-(2-dimethylamino-ethoxy)-phenyl]-3-(4-chloro-2-hydroxy-phenyl)-urea BrC1=C(N(N=C1)C)C=1C=C(C=CC1OCCN(C)C)NC(=O)NC1=C(C=C(C=C1)Cl)O